C(C)(=O)N1CC2=C(C=C(C=C2C1)C1CCC(CC1)C(C(=O)N)=C)N1CCCC2=CC(=C(C=C12)C(F)F)C=1C=NN(C1)C ((1r,4r)-4-(2-acetyl-7-(7-(difluoromethyl)-6-(1-methyl-1H-pyrazol-4-yl)-3,4-dihydroquinolin-1(2H)-yl)isoindolin-5-yl)cyclohexyl)acrylamide